[Cl-].C[N+](CC(COCCCCCCCC\C=C/CCCCCCCC)OCCCCCCCC\C=C/CCCCCCCC)(C)C N,N,N-trimethyl-2,3-dioleyloxy-1-propanaminium chloride